BrC=1C=CC=2C3=C(C(NC2C1F)=O)C(CO3)([2H])[2H] 7-bromo-6-fluoro-3,5-dihydrofuro[3,2-c]quinolin-4(2H)-one-3,3-d2